phospholenium [PH+]1=CCCC1